CO[Si](C1=CC=CC=C1)(OC)OC Trimethoxy-phenylsilan